[Cl-].C1(=CC=CC=C1)[S+](C1=CC=C(C=C1)OS(=O)(=O)C1=CC=C(C=C1)I)C1=CC=CC=C1 diphenyl-(4-(1-iodobenzene-4-sulfonyloxy)phenyl)sulfonium chloride